C(C)(C)(C)OC(=O)N1C2(CC(C1C(=O)O)C2)C 2-(tert-butyloxycarbonyl)-1-methyl-2-azabicyclo[2.1.1]hexane-3-carboxylic acid